Cl.S1C(=NC=C1CN)C=1SC=CN1 [2,2'-bithiazol]-5-ylmethanamine hydrochloride